N,N,N',N'-tetrakis-(2-pyridyl-methyl)ethylendiamine N1=C(C=CC=C1)CN(CCN(CC1=NC=CC=C1)CC1=NC=CC=C1)CC1=NC=CC=C1